2-(2-(2-isopropylphenyl)-4-(4-(methylsulfonyl)benzyl)piperazin-1-yl)-7-azaspiro[3.5]nonane C(C)(C)C1=C(C=CC=C1)C1N(CCN(C1)CC1=CC=C(C=C1)S(=O)(=O)C)C1CC2(C1)CCNCC2